4-(2-(bis(4-chlorobenzyl)amino)ethyl)-1H-1,2,3-triazole ClC1=CC=C(CN(CCC=2N=NNC2)CC2=CC=C(C=C2)Cl)C=C1